NC1=C(C=C(C(=O)OC)C=C1)N1C[C@H](CC1)NC(=O)OC(C)(C)C methyl (S)-4-amino-3-(3-((tert-butoxycarbonyl)amino)pyrrolidin-1-yl)benzoate